C1NCC12CCN(CC2)C(=O)OC(C)(C)C 2-methyl-2-propanyl 2,7-diazaspiro[3.5]nonane-7-carboxylate